(2S,3R,4R)-1-acetyl-2-cyclopropyl-N-(2-methoxyethyl)-3-methyl-4-(pyrimidin-2-ylamino)-1,2,3,4-tetrahydroquinoline-6-carboxamide C(C)(=O)N1[C@H]([C@@H]([C@H](C2=CC(=CC=C12)C(=O)NCCOC)NC1=NC=CC=N1)C)C1CC1